hydroxy-3'-meth-ylacetophenone OCC(=O)C1=CC(=CC=C1)C